CC(=O)C1=CC=C(C=C1)C(F)(F)F 4-(trifluoromethyl)acetophenone